o-nitrobenzyl carbamate (o-nitrobenzyl carbamate) [N+](=O)([O-])C1=C(CNC(O)=O)C=CC=C1.C(N)(OCC1=C(C=CC=C1)[N+](=O)[O-])=O